C(C)(C)N1NC(C=2N=CNC(C21)=O)N2CCC2 1-isopropyl-3-azetidinyl-2,6-dihydro-7H-pyrazolo[4,3-d]pyrimidin-7-one